N-(1-Chloro-2-methylpropan-2-yl)cyclohexanamine ClCC(C)(C)NC1CCCCC1